N-[3-(2-aminoquinazolin-7-yl)phenyl]-2-fluoroprop-2-enamide NC1=NC2=CC(=CC=C2C=N1)C=1C=C(C=CC1)NC(C(=C)F)=O